C(CC(O)(C(=O)O)CC(=O)O)(=O)O.[C@@H]1(OCCC2=CC=CC=C12)[C@]1(CN(CC1)C(C)(CC)C=1C=CC(=NC1)C)CCC=1SC=CC1 |o1:13,23| 5-(2-((R or S)-3-((S or R)-isochroman-1-yl)-3-(2-(thiophen-2-yl)ethyl)pyrrolidin-1-yl)butan-2-yl)-2-methylpyridine citrate